C(C)(C)[C@@H]1COC2=C(C=3N1C=C(C(C3)=O)C(=O)O)C=C(C(=C2)OCCCOC)C (R)-7-isopropyl-3-(3-methoxypropoxy)-2-methyl-11-oxo-6,7-dihydro-11H-benzo[f]pyrido[1,2-d][1,4]oxazepine-10-carboxylic acid